7-fluoro-2-phenyl-9H-pyrimido[4,5-b]indole FC1=CC=C2C3=C(NC2=C1)N=C(N=C3)C3=CC=CC=C3